ClCC1=C(C=CC=C1)C1=C(C=CC(=C1)C)S(=O)(=O)N (2-(chloromethyl)phenyl)-4-Meth-ylbenzenesulfonamide